amino-1H-benzo[d]imidazol-2(3H)-one NN1C(NC2=C1C=CC=C2)=O